[Si](C)(C)(C(C)(C)C)O[C@H]1[C@H](C1)N1C(C2=CC=CC=C2C1=O)=O 2-((1S,2R)-2-((tert-butyldimethylsilyl)oxy)cyclopropyl)isoindoline-1,3-dione